C[C@H]1N[C@H](CN(C1)C(=O)OC(C)(C)C)C(=O)OC 1-(tert-butyl) 3-methyl (3R,5R)-5-methylpiperazine-1,3-dicarboxylate